ClC=1C(=NC(=NC1)NC1=NC(=NO1)C)C1=CC=C2CN(C(C2=C1)=O)[C@@H](C(=O)N[C@H](CO)C1=CC(=CC(=C1)OC)F)C (2R)-2-(6-{5-chloro-2-[(3-methyl-1,2,4-oxadiazol-5-yl)amino]pyrimidin-4-yl}-1-oxo-2,3-dihydro-1H-isoindol-2-yl)-N-[(1S)-1-(3-fluoro-5-methoxyphenyl)-2-hydroxyethyl]propanamide